N-(4-methoxy-2-(4-((2-methoxyethyl)(methyl)amino)piperidine-1-yl)-5-((6-((R)-3-(6-methylpyridine-3-yl)isoxazolidine-2-yl)pyrimidine-4-yl)amino)phenyl)acrylamide COC1=CC(=C(C=C1NC1=NC=NC(=C1)N1OCC[C@@H]1C=1C=NC(=CC1)C)NC(C=C)=O)N1CCC(CC1)N(C)CCOC